2-[(8S)-2-acetyl-5-oxa-2-azaspiro[3.5]nonan-8-yl]-8-fluoro-3,4-dihydro-1H-isoquinoline-6-carbohydroxamic acid C(C)(=O)N1CC2(C1)OCC[C@@H](C2)N2CC1=C(C=C(C=C1CC2)C(=O)NO)F